C(C(=C)C)(=O)OCCOC(CCC(=O)O)=O 4-[2-(methacryloyloxy)ethoxy]-4-oxobutanoic acid